CC(C(=O)OC1=CC2=CC=CC=C2C(=C1)C1=C(C=2N=C(N=C(C2C=N1)N1CCC(CCC1)(CO)O)Cl)F)(C)C [4-[2-chloro-8-fluoro-4-[4-hydroxy-4-(hydroxymethyl)azepan-1-yl]pyrido[4,3-d]pyrimidin-7-yl]-2-naphthyl] 2,2-dimethylpropanoate